1-(1,2,3,4-tetrahydroisoquinolin-1-yl)ethan-1-ol C1(NCCC2=CC=CC=C12)C(C)O